tert-butyl (5R)-5-[(4-tert-butylphenyl)-[2-oxo-1-(3-pyridyl)-2-(tetrahydropyran-4-ylamino)ethyl] carbamoyl]-2,2-dimethyl-morpholine-4-carboxylate C(C)(C)(C)C1=CC=C(C=C1)N(C(=O)[C@H]1COC(CN1C(=O)OC(C)(C)C)(C)C)C(C(NC1CCOCC1)=O)C=1C=NC=CC1